C(CCCC)OCOCCC=CCCCCCCCCCCCl 14-chloro-3-tetradecenyl pentoxymethyl ether